4-(6-chloro-5-(phenylsulfonylamino)pyridin-3-yl)-N-methylbenzamide ClC1=C(C=C(C=N1)C1=CC=C(C(=O)NC)C=C1)NS(=O)(=O)C1=CC=CC=C1